sodium platinum hexachloride [Pt](Cl)(Cl)(Cl)(Cl)(Cl)Cl.[Na]